3-amino-7-butyl-5-(2-(5,5-dimethyl-2,4-dioxoimidazolidin-1-yl)spiro[3.5]nonan-7-yl)isothiazolo[3,4-d]pyrimidine-4,6(5H,7H)-dione NC=1SN=C2N(C(N(C(C21)=O)C2CCC1(CC(C1)N1C(NC(C1(C)C)=O)=O)CC2)=O)CCCC